5-{[(2-ethoxy-2-oxoethyl)(methyl)amino]methyl}pyridine C(C)OC(CN(C)CC=1C=CC=NC1)=O